SC(CS(=O)(=O)[O-])CCS 2,4-dimercaptobutanesulfonate